O=C1NC(CCC1N1C(C2=CC=C(C=C2C1=O)CN1CCC(=CC1)C=1C2=C(N=C(N1)C)SC1=C2CCC1)=O)=O 2-(2,6-dioxopiperidin-3-yl)-5-((4-(2-methyl-6,7-dihydro-5H-cyclopenta[4,5]thieno[2,3-d]pyrimidin-4-yl)-3,6-dihydropyridin-1(2H)-yl)methyl)isoindoline-1,3-dione